C(C)C1NCCNC1CC 2,3-diethylpiperazine